1-tris(trimethylsiloxy)silyl-2-trichlorosilylethaneN C[Si](O[Si](C=C[Si](Cl)(Cl)Cl)(O[Si](C)(C)C)O[Si](C)(C)C)(C)C